C[Si](CCC1=NC=C(C=C1)C(F)(F)F)(C)C trimethyl-[2-[5-(trifluoromethyl)-2-pyridyl]ethyl]silane